OC1[C@H]2N(C(C3=C(N1C(=O)OCC=C)C=C(C(=C3)OC)O[Si](C(C)C)(C(C)C)C(C)C)=O)CCCC2 Allyl (6aS)-6-hydroxy-2-methoxy-12-oxo-3-((triisopropyl-silyl)oxy)-6,6a,7,8,9,10-hexahydrobenzo[e]pyrido[1,2-a][1,4]diazepine-5(12H)-carboxylate